ClC1=C(C(=CC=C1)F)CC=1NC(N(N1)CC)=O 5-[(2-chloro-6-fluorophenyl)methyl]-2-ethyl-2,4-dihydro-3H-1,2,4-triazol-3-one